C(C)(C)(C)OC(N(C1=C(C(=C(C=C1)F)I)Cl)S(=O)(=O)N1CCC1)=O (azetidin-1-ylsulfonyl)(2-chloro-4-fluoro-3-iodophenyl)carbamic acid tert-butyl ester